5-(2-Amino-5-fluoroquinazolin-7-yl)-3-hydroxy-2-isopropylphenyl hydrogen sulfate S(=O)(=O)(OC1=C(C(=CC(=C1)C1=CC(=C2C=NC(=NC2=C1)N)F)O)C(C)C)O